C(CCC)[C@@]1(CSC2=C(N(C1)C1=CC=C(C=C1)F)C=C(C(=C2)O)SC)CC (S)-3-butyl-3-ethyl-5-(4-fluorophenyl)-8-hydroxy-7-(methylsulfanyl)-2,3,4,5-tetrahydrobenzo-1,5-thiazepine